N-(3-(3'-chloro-6-methoxy-5-((((5-oxopyrrolidin-2-yl)methyl)amino)methyl)-[2,4'-bipyridin]-2'-yl)-2-fluorophenyl)-5-(((2-hydroxyethyl)amino)methyl)-4-methoxypicolinamide ClC=1C(=NC=CC1C1=NC(=C(C=C1)CNCC1NC(CC1)=O)OC)C=1C(=C(C=CC1)NC(C1=NC=C(C(=C1)OC)CNCCO)=O)F